ethyl (E)-3-(1-((E)-but-2-en-1-yl)-4-methyl-1H-benzo[d][1,2,3]triazol-5-yl)acrylate C(\C=C\C)N1N=NC2=C1C=CC(=C2C)/C=C/C(=O)OCC